S1C2=C(C=C1C(C)N(C(=O)N)O)C=CC=C2 (1-benzo[b]thien-2-ylethyl)-N-hydroxyurea